ClC1=CC=2N(C3=CC=CC=C3SC2C=C1)CCCN1CCN(CC1)C1=CC=C(C=C1)Cl 2-chloro-10-(3-(4-(4-chlorophenyl)piperazin-1-yl)propyl)-10H-phenothiazine